C1(=CC(=CC(=C1)C(=O)N)C(=O)N)C(=O)N 1,3,5-benzene-tricarboxamide